C1C2N(CCN1C(=O)N)CCC2 3,4,6,7,8,8a-hexahydro-1H-pyrrolo[1,2-a]pyrazine-2-carboxamide